11-((N-(2,2-bis(pentylthio)acetyl)-N-methylglycyl)oxy)-6-((4-(dimethylamino)butanoyl)-oxy)undecyl 3-hexylundecanoate C(CCCCC)C(CC(=O)OCCCCCC(CCCCCOC(CN(C)C(C(SCCCCC)SCCCCC)=O)=O)OC(CCCN(C)C)=O)CCCCCCCC